(2S,3S,4S,5R)-3,4,5,6-tetrahydroxytetrahydro-2H-pyran-2-carboxylic acid O[C@@H]1[C@H](OC([C@@H]([C@H]1O)O)O)C(=O)O